COC=1C=C(CNC2=CC(=NC=C2)OCCN2CCOCC2)C=CC1 N-(3-methoxybenzyl)-2-(2-morpholinoethoxy)pyridin-4-amine